FC=1C(=NC(=NC1C)N1CCCC1)NC1=CC=C(C=C1)NC(CC=1SC=CC1)=O N-(4-((5-fluoro-6-methyl-2-(pyrrolidin-1-yl)pyrimidin-4-yl)amino)phenyl)-2-(thiophen-2-yl)acetamide